C1(CC1)N1N=CC(=C1)NC=1N=C(C2=C(N1)NC=C2C)N[C@H]2CN(CCC2)C(C=C)=O (R)-1-(3-((2-((1-cyclopropyl-1H-pyrazol-4-yl)amino)-5-methyl-7H-pyrrolo[2,3-d]pyrimidin-4-yl)amino)piperidin-1-yl)prop-2-en-1-one